aminoethyl-benzenesulfonyl fluoride NCCC1=C(C=CC=C1)S(=O)(=O)F